C(C)N1CCC(CC1)C1=CC2=C(N=C(S2)C2=CC3=CN(N=C3C(=C2)F)C)S1 5-[5-(1-ethylpiperidin-4-yl)thieno[2,3-d][1,3]thiazol-2-yl]-7-fluoro-2-methylindazole